CN(C=1C=NC=C(C1)N)C N3,N3-dimethyl-pyridine-3,5-diamine